FC(C=1C(=NC=C(C1)C(F)(F)F)NC[C@H]1N(C[C@H](O[C@H]1C)C)C(=O)OC(C)(C)C)(F)F tert-butyl (2S,3R,6R)-3-(((3,5-bis(trifluoromethyl)pyridin-2-yl)amino)methyl)-2,6-dimethylmorpholine-4-carboxylate